(S)-N-(3-chloro-4-(pyridin-2-ylmethoxy)phenyl)-7-((1,3-dimethylpyrrolidin-3-yl)ethynyl)-6-nitroquinazolin-4-amine ClC=1C=C(C=CC1OCC1=NC=CC=C1)NC1=NC=NC2=CC(=C(C=C12)[N+](=O)[O-])C#C[C@]1(CN(CC1)C)C